ClC1=C(C=CC(=C1)Cl)[C@@H](C)N1N=NC2=C1N=C(N=C2C)N2CC(C2)[C@@H]2CN(CCC2)CCO 2-((R)-3-(1-(3-((R)-1-(2,4-dichlorophenyl)ethyl)-7-methyl-3H-[1,2,3]triazolo[4,5-d]pyrimidin-5-yl)azetidin-3-yl)piperidin-1-yl)ethan-1-ol